tert-butyl 9-(1-((benzyloxy)carbonyl)piperidin-4-yl)-3,9-diazaspiro[5.5]undecane-3-carboxylate C(C1=CC=CC=C1)OC(=O)N1CCC(CC1)N1CCC2(CCN(CC2)C(=O)OC(C)(C)C)CC1